OC(C)(C)C1=CC=CC(=N1)C(=O)NC=1C=C2C=NNC2=CC1C(=O)OC Methyl 5-({[6-(2-hydroxypropan-2-yl)pyridin-2-yl]carbonyl}amino)-1H-indazole-6-carboxylate